(R)-5-(2-(dimethylamino)ethoxy)-2-methyl-N-(1-(3-(1-methyl-1H-pyrazol-4-yl)-5-(1-(trifluoromethyl)-1H-pyrazol-4-yl)phenyl)ethyl)benzamide CN(CCOC=1C=CC(=C(C(=O)N[C@H](C)C2=CC(=CC(=C2)C=2C=NN(C2)C(F)(F)F)C=2C=NN(C2)C)C1)C)C